diisobutyronitrile dilaurate C(CCCCCCCCCCC)(=O)O.C(CCCCCCCCCCC)(=O)O.C(C(C)C)#N.C(C(C)C)#N